CN1CCC2=CC(=CC=C12)CN (1-methyl-2,3-dihydro-1H-indol-5-yl)methanamine